FC(C(=O)O)(F)F.FC(C1=CC=C(C=C1)C=1CC2(CCNC2)CC1)(F)F 7-(4-(trifluoromethyl)phenyl)-2-azaspiro[4.4]non-7-ene 2,2,2-trifluoroacetate